methyl 1-((1R,3S)-3-((tertbutoxy carbonyl)amino)cyclohexyl)-2-(2-fluorophenyl)-1H-imidazo[4,5-c]pyridine-6-carboxylate C(C)(C)(C)OC(=O)N[C@@H]1C[C@@H](CCC1)N1C(=NC=2C=NC(=CC21)C(=O)OC)C2=C(C=CC=C2)F